3-Chloro-6-methoxypyridin ClC=1C=NC(=CC1)OC